1-(3-pyrrolidine-1-ylpropyl)-4-vinylpyrazole N1(CCCC1)CCCN1N=CC(=C1)C=C